CC1=CN=C(O1)C=1C=C(OC2=C3CCCC3=CC=C2[N+](=O)[O-])C=CC1 (S)-4-(3-(5-methyl-oxazol-2-yl)phenoxy)-5-nitro-2,3-dihydro-1H-inden